C(C)OC=1C=C(C(=O)N2[C@@H](C[C@H](C2)O)C(=O)NCC2=CC=C(C=C2)C2=CN=CO2)C=C(C1)OCC (2S,4R)-1-(3,5-diethoxybenzoyl)-4-hydroxy-N-(4-(oxazol-5-yl)benzyl)pyrrolidine-2-carboxamide